2-(benzofuran-7-yl)-1-(6-bromo-2-methoxyquinolin-3-yl)-4-(dimethylamino)-1-(3-fluorophenyl)butan-2-ol O1C=CC2=C1C(=CC=C2)C(C(C2=CC(=CC=C2)F)C=2C(=NC1=CC=C(C=C1C2)Br)OC)(CCN(C)C)O